5-(6-((3-ethyl-2,4-dioxo-1,2,3,4-tetrahydropyrido[2,3-d]pyrimidin-7-yl)methyl)-2,6-diazaspiro[3.3]heptan-2-yl)-N-methylpicolinamide C(C)N1C(NC2=C(C1=O)C=CC(=N2)CN2CC1(CN(C1)C=1C=CC(=NC1)C(=O)NC)C2)=O